methyl 3-amino-3-(3-bromo-4-methoxyphenyl)propanoate NC(CC(=O)OC)C1=CC(=C(C=C1)OC)Br